2-(2-chloropyrimidin-4-yl)-3-phenylisoxazolidin ClC1=NC=CC(=N1)N1OCCC1C1=CC=CC=C1